9-methyl-3-phenyl-3,4,7,15-tetraazatricyclo[12.3.1.02,6]Octadecan-1(18),2(6),4,14,16-pentaen-8-one CC1C(NC=2C=NN(C2C=2C=CN=C(CCCC1)C2)C2=CC=CC=C2)=O